alpha-methacryloxypropyl-tris(beta-methoxyethoxy)silane C(C(=C)C)(=O)OC(CC)[Si](OCCOC)(OCCOC)OCCOC